methylene-methyl-dioxolane C=C1OC(OC1)C